CC1=CC=C(C=C1)C1=NNC=C1 3-(4-methylphenyl)-1H-pyrazol